6-({4-[(2-methanesulfonylphenyl)amino]-5-(methylcarbamoyl)pyridin-2-yl}amino)pyridine-3-carboxylic Acid CS(=O)(=O)C1=C(C=CC=C1)NC1=CC(=NC=C1C(NC)=O)NC1=CC=C(C=N1)C(=O)O